6-(5,5-dimethyl-6,7-dihydropyrrolo[2,3-d]pyrimidin-2-yl)-7-fluoro-2-[(4S)-4-[[6-oxo-5-(trifluoromethyl)-1H-pyridazin-4-yl]amino]pentyl]isoquinolin-1-one CC1(CNC=2N=C(N=CC21)C=2C=C1C=CN(C(C1=CC2F)=O)CCC[C@H](C)NC=2C=NNC(C2C(F)(F)F)=O)C